3-(2-benzyloxyethoxy)oxetane C(C1=CC=CC=C1)OCCOC1COC1